C(#N)C1=C(C=C(OC2C(C(C2(C)C)NC(=O)C=2N=NC(=CC2)N2CCC(CC2)CO)(C)C)C=C1)OC N-((1r,3r)-3-(4-cyano-3-methoxyphenoxy)-2,2,4,4-tetramethylcyclobutyl)-6-(4-(hydroxymethyl)piperidin-1-yl)pyridazine-3-Formamide